ClCCCCCC=CCCCCCCl 1,12-dichloro-6-dodecene